(E)-3-ethoxy-N-(((3aS,4R,6aR)-6-(hydroxymethyl)-2,2-dimethyltetrahydro-4H-cyclopenta[d][1,3]dioxol-4-yl)carbamoyl)acrylamide C(C)O/C=C/C(=O)NC(N[C@@H]1CC([C@H]2OC(O[C@H]21)(C)C)CO)=O